CC1=CC=CC(=N1)C1=C(N=CN1)C=1C=C2C=C(C=NC2=CC1)NCCN1C[C@@H](CCC1)C(=O)O (R)-1-(2-((6-(5-(6-methylpyridin-2-yl)-1H-imidazol-4-yl)quinolin-3-yl)amino)ethyl)piperidine-3-carboxylic acid